4-[(2S,4R)-1-acetyl-4-[(4-chlorophenyl)amino]-1,2,3,4-tetrahydro-2-methyl-6-quinolinyl]-benzoic acid C(C)(=O)N1[C@H](C[C@H](C2=CC(=CC=C12)C1=CC=C(C(=O)O)C=C1)NC1=CC=C(C=C1)Cl)C